O1CCC(=CC1)C1=CC(=CC(N1)=O)N1C(COCC1)C 6-(3,6-dihydro-2H-pyran-4-yl)-4-(3-methyl-morpholin-4-yl)-1H-pyridin-2-one